C1(CC1)C1=NC=NC(=C1C1=NC=C2C(=N1)N(N=C2SCC2=CC=C(C=C2)OC)CC2=CC=C(C=C2)C=2N(C=C(N2)C(F)(F)F)CC)OC 6-(4-cyclopropyl-6-methoxypyrimidin-5-yl)-1-(4-(1-ethyl-4-(trifluoromethyl)-1H-imidazol-2-yl)benzyl)-3-((4-methoxybenzyl)thio)-1H-pyrazolo[3,4-d]pyrimidine